tert-butyl 3-(3-aminophenyl)-1,4-oxazepane-4-carboxylate NC=1C=C(C=CC1)C1COCCCN1C(=O)OC(C)(C)C